(1R,2R)-N-(isoquinolin-6-yl)-2-(4-(N-(pyridin-2-yl)sulfamoyl)phenyl)cyclopropane-1-carboxamide C1=NC=CC2=CC(=CC=C12)NC(=O)[C@H]1[C@@H](C1)C1=CC=C(C=C1)S(NC1=NC=CC=C1)(=O)=O